NC1=C2N=CN(C2=NC(=N1)Cl)C1CCC(CC1)C(=O)NC=1SC=2CN(CCC2N1)CC(=O)N 4-(6-amino-2-chloro-9H-purin-9-yl)-N-[5-(2-amino-2-oxoethyl)-4,5,6,7-tetrahydro[1,3]thiazolo[5,4-c]pyridin-2-yl]cyclohexanecarboxamide